N-(4-carbamoylbenzyl)-5-chloro-1-methyl-6-(methylsulfonyl)-1H-indole-2-carboxamide C(N)(=O)C1=CC=C(CNC(=O)C=2N(C3=CC(=C(C=C3C2)Cl)S(=O)(=O)C)C)C=C1